BrC1=CC(=CC=2N=C(OC21)N2CC1CCC(C2)N1C(=O)OC(C)(C)C)OCC(F)(F)F tert-Butyl 3-(7-bromo-5-(2,2,2-trifluoroethoxy)benzo[d]oxazol-2-yl)-3,8-diazabicyclo[3.2.1]octane-8-carboxylate